F[C@@H]1[C@@]2(C[C@@H]([C@H](C[C@H]1OC=1N=CC(=NC1)C1=C(C=C(C=C1)N1C=NC=C1)O)N2)F)C 2-(5-(((1S,2R,3R,5S,6S)-2,6-difluoro-1-methyl-8-azabicyclo[3.2.1]octan-3-yl)oxy)pyrazin-2-yl)-5-(1H-imidazol-1-yl)phenol